BrC=1C=C(C(=C(C1)O)C(C)(CCO[Si](C)(C)C(C)(C)C)C)C 5-bromo-2-(4-((tert-butyldimethylsilyl)oxy)-2-methylbutan-2-yl)-3-methylphenol